2-(pyrrolidin-3-yl)-4-(trifluoromethyl)pyrimidine N1CC(CC1)C1=NC=CC(=N1)C(F)(F)F